N-[(3-cyclopropyl-5-fluoro-benzimidazol-4-yl)methyl]-1,5-dimethyl-4-(1-methylindazol-5-yl)sulfonyl-pyrrole-2-carboxamide C1(CC1)N1C=NC2=C1C(=C(C=C2)F)CNC(=O)C=2N(C(=C(C2)S(=O)(=O)C=2C=C1C=NN(C1=CC2)C)C)C